C1(CC1)[C@H](C)NC(=O)C=1C=NN2C1N=C(C=C2C2=NC=CC=C2)C (S)-N-(1-cyclopropylethyl)-5-methyl-7-(pyridin-2-yl)pyrazolo[1,5-a]pyrimidine-3-carboxamide